NC=1C2=C(NC(C1C1=NC=3C(=NC(=CC3)N3CC4(CN(C4)C(=O)OC(C)(C)C)C3)N1)=O)SC=C2 tert-butyl 6-(2-(4-amino-6-oxo-6,7-dihydrothieno[2,3-b]pyridin-5-yl)-3H-imidazo[4,5-b]pyridin-5-yl)-2,6-diazaspiro[3.3]heptane-2-carboxylate